diphenylphosphoryloxypropionate C1(=CC=CC=C1)P(=O)(C1=CC=CC=C1)OC(C(=O)[O-])C